N1(N=NC=C1)CCC(=O)N1CC(=CCC1)C=1SC2=C(N1)C(=CC(=C2)C(=O)O)C=2C(=NC(=CC2)C)CC 2-(1-(3-(1H-1,2,3-triazol-1-yl)propanoyl)-1,2,5,6-tetrahydropyridin-3-yl)-4-(2-ethyl-6-methylpyridin-3-yl)benzo[d]thiazole-6-carboxylic acid